C(C)OP1(=NP=NP=N1)C(C(F)(F)F)(F)F ethoxy-pentafluoroethylcyclotriphosphazene